N-methoxy-4-((2-oxo-1-(thiazol-2-yl)-1,2-dihydropyridine-3-yl)amino)nicotinamide CONC(C1=CN=CC=C1NC=1C(N(C=CC1)C=1SC=CN1)=O)=O